(S)-7-(3-Chlorobenzyl)-6-methyl-2-(2-((1-methyl-1H-pyrazol-5-yl)amino)pyrimidin-4-yl)-6,7-dihydroimidazo[1,2-a]pyrazin-8(5H)-one ClC=1C=C(CN2C(C=3N(C[C@@H]2C)C=C(N3)C3=NC(=NC=C3)NC3=CC=NN3C)=O)C=CC1